FC=1C=C(C=CC1C(F)(F)F)C12C3(CC3(C(C(C1)O)O2)C=2C(=NN(C2)C)C(F)(F)F)C(=O)N 3-fluoro-4-(trifluoromethyl)phenyl-6-hydroxy-4-(1-methyl-3-(trifluoromethyl)-1H-pyrazol-4-yl)-8-oxatricyclo[3.2.1.02,4]octane-2-carboxamide